methyl bromocrotonate COC(=O)/C=C/CBr